(5R)-N-(1-(((2S)-1,6-Diamino-1-oxohexan-2-yl)amino)-2-(4-ethylphenyl)-1-oxobutan-2-yl)-7,7-dimethyl-5-phenyl-4,5,6,7-tetrahydropyrazolo[1,5-a]pyrimidine-3-carboxamide NC([C@H](CCCCN)NC(C(CC)(C1=CC=C(C=C1)CC)NC(=O)C=1C=NN2C1N[C@H](CC2(C)C)C2=CC=CC=C2)=O)=O